C(C)(C)(C)OC(=O)N1C2CC(C(C1CC)C2)O[Si](C2=CC=CC=C2)(C2=CC=CC=C2)C(C)(C)C 5-[(tert-butyldiphenylsilyl)oxy]-3-ethyl-2-azabicyclo[2.2.1]heptane-2-carboxylic acid tert-butyl ester